(S)-2-Amino-3-hydroxy-N'-(pyridin-4-ylmethylene)-propanehydrazide N[C@H](C(=O)NN=CC1=CC=NC=C1)CO